ClC1=CC=C2C(C(COC2=C1)CCC#N)=O 3-(7-chloro-4-oxochroman-3-yl)propanenitrile